C(C)(=O)NC=1C(=NC=CC1)C1=NC2=C(N1C=1C=C3CCC(NC3=CC1)=O)C=CC(=C2)C(=O)NC 2-(3-acetamido-2-pyridinyl)-N-methyl-1-(2-oxo-3,4-dihydro-1H-quinolin-6-yl)benzimidazole-5-carboxamide